C(C1=CC=CC=C1)N1C[C@@H](CCC1)NCC1(CC1)F (R)-1-benzyl-N-((1-fluorocyclopropyl)methyl)piperidin-3-amine